FC(CCCOC1=NSN=C1C=1CN(CCC1)C)(C(F)(F)F)C(F)(F)F 3-((4,5,5,5-Tetrafluoro-4-(trifluoromethyl)pentyl)oxy)-4-(1-methyl-1,2,5,6-tetrahydropyridin-3-yl)-1,2,5-thiadiazole